sodium-potassium tartrate, disodium salt [Na+].[Na+].C(=O)([O-])C(O)C(O)C(=O)[O-].[K+].[Na+].C(=O)([O-])C(O)C(O)C(=O)[O-]